3-(5-((5-ethoxypiperidin-3-yl)oxy)-1-oxoisoindolin-2-yl)piperidine-2,6-dione C(C)OC1CC(CNC1)OC=1C=C2CN(C(C2=CC1)=O)C1C(NC(CC1)=O)=O